C(C1=CC=CC=C1)(C1=CC=CC=C1)C(=N)C1COC1 benzhydryl-1-(oxetan-3-yl)methanimine